FC1=CC2=C(CN(C(C3(CCNCC3)C2)=O)CC2=CC=C(C=C2)OCC(C)C)C=C1 7-fluoro-2-[[4-(2-methylpropoxy)phenyl]methyl]-1,2-dihydrospiro[benzo[c]azepine-4,4'-piperidine]-3(5H)-one